C1(CC1)N1C(NC2=CC(=CC=C2C1=O)CN1CCN(CC1)C=1C=CC(=NC1)C(=O)NC)=O 5-(4-((3-cyclopropyl-2,4-dioxo-1,2,3,4-tetrahydroquinazolin-7-yl)methyl)piperazin-1-yl)-N-methylpicolinamide